N[C@]1([C@@H](CC[C@H](C1)CCB(O)O)CN1CC2=CC=CC=C2CC1)C(=O)O |r| rac-(1R,2S,5R)-1-amino-5-(2-boronoethyl)-2-((3,4-dihydroisoquinolin-2(1H)-yl)methyl)cyclohexanecarboxylic acid